1-Benzyl-2-cyclopropyl-4-(methoxycarbonyl)pyridin-1-ium bromide Methyl-2-cyclopropylpyridine-4-carboxylate COC(=O)C1=CC(=NC=C1)C1CC1.[Br-].C(C1=CC=CC=C1)[N+]1=C(C=C(C=C1)C(=O)OC)C1CC1